1-(4-(6-chloro-7-(2-fluoro-6-methoxyphenyl)-2-(((S)-1-methylpyrrolidin-2-yl)methoxy)pyrido[2,3-d]pyrimidin-4-yl)piperazin-1-yl)prop-2-en-1-one ClC1=CC2=C(N=C(N=C2N2CCN(CC2)C(C=C)=O)OC[C@H]2N(CCC2)C)N=C1C1=C(C=CC=C1OC)F